5-ethyl-2-[4-(4,4,5,5-tetramethyl-1,3,2-dioxaborolan-2-yl)phenyl]-1,4,6,7-tetrahydroimidazo[4,5-c]pyridine C(C)N1CC2=C(CC1)NC(=N2)C2=CC=C(C=C2)B2OC(C(O2)(C)C)(C)C